1-METHYL-1H-INDOLE-5-ACETALDEHYDE CN1C=CC2=CC(=CC=C12)CC=O